BrC1=NNC2=C1N=C(N=C2NCCCC)NC(OC)=O methyl (3-bromo-7-(butylamino)-1H-pyrazolo[4,3-d]pyrimidin-5-yl)carbamate